BrC=1C=C(C=C(C1)C(F)(F)F)C[C@H](C(=O)OC(C)(C)C)[C@@H]1CN(CC1)C(=O)OC(C)(C)C tert-Butyl (3R)-3-[(1S)-1-[[3-bromo-5-(trifluoromethyl)phenyl] methyl]-2-tert-butoxy-2-oxo-ethyl]pyrrolidine-1-carboxylate